NC1=C(C=C(C=C1)N1CCOCC1)C1=C(C(=NN1CC1=CC=C(C=C1)OC)Cl)N 5-(2-amino-5-morpholino-phenyl)-3-chloro-1-[(4-methoxyphenyl)methyl]pyrazol-4-amine